2-bromo-4-(tert-butyl)-1-fluorobenzene BrC1=C(C=CC(=C1)C(C)(C)C)F